(β-D-glucopyranosyl)-1H-indole [C@@H]1([C@H](O)[C@@H](O)[C@H](O)[C@H](O1)CO)N1C=CC2=CC=CC=C12